C[C@@H](C(=O)O)C=C |r| (±)-2-methylbut-3-enoic acid